5-[3-(4-ethoxyphenylamino)-2-hydroxypropyl]-1,3-oxazole-2(3H)-thione C(C)OC1=CC=C(C=C1)NCC(CC1=CNC(O1)=S)O